N1C=C2C=3C(=CC=CC13)C(NCC2)=O 1,3,4,5-TETRAHYDRO-6H-AZEPINO[5,4,3-CD]INDOL-6-ONE